5-(3,3-dimethyl-2-oxo-1-(pyrimidin-2-yl)indolin-4-yl)-N-(4-fluorophenyl)-2-(trifluoromethyl)benzamide CC1(C(N(C2=CC=CC(=C12)C=1C=CC(=C(C(=O)NC2=CC=C(C=C2)F)C1)C(F)(F)F)C1=NC=CC=N1)=O)C